Cl.NC1C(C(CC1)=O)(C)CC1=CC=CC=C1 (E)-3-amino-2-benzyl-2-methylcyclopentan-1-one hydrochloride